NC([C@H](CCS(=O)(=N)CCCC)NC(O)=O)=O.N1(CCC1)C(=O)N1[C@H]([C@H](CC1)NC(=O)[C@H]1OCCC1)CC=1C=C(C=CC1)C1=CC(=CC=C1)F (2S)-N-{(2S,3S)-1-(azetidine-1-carbonyl)-2-[(3'-fluoro[1,1'-biphenyl]-3-yl)methyl]pyrrolidin-3-yl}oxolane-2-carboxamide ((2S)-1-amino-4-(butylsulfonimidoyl)-1-oxobutan-2-yl)carbamate